ClC1=C(C(=O)N2COC3=C(C2)C=C(C=C3C3=CC(=C(C(=O)O)C=C3F)N3C2COCC3CC2)OC)C(=CC(=C1)N1CC(C1)OC)Cl 4-[3-[2,6-Dichloro-4-(3-methoxyazetidin-1-yl)benzoyl]-6-methoxy-2,4-dihydro-1,3-benzoxazin-8-yl]-5-fluoro-2-(3-oxa-8-azabicyclo[3.2.1]oct-8-yl)benzoic acid